2-pyrazolo[1,5-a]pyridin-2-yl-N-[4-[3-(2-pyridyl)-1H-pyrrolo[3,2-b]pyridin-2-yl]-2-pyridyl]acetamide N1=C(C=C2N1C=CC=C2)CC(=O)NC2=NC=CC(=C2)C2=C(C1=NC=CC=C1N2)C2=NC=CC=C2